4-(2-carbamoyl-6-methyl-anilino)-4-oxo-butyric acid C(N)(=O)C1=C(NC(CCC(=O)O)=O)C(=CC=C1)C